1-(4-(3-amino-5-(4-aminophenyl)imidazo[1,2-a]pyridin-7-yl)piperidin-1-yl)-2-methylpropan-1-one NC1=CN=C2N1C(=CC(=C2)C2CCN(CC2)C(C(C)C)=O)C2=CC=C(C=C2)N